C(C)(C)(C)C1=CC=C(C(=O)C2=CC=C(C=C2)SC2=CC=C(C=C2)[S+](C2=CC=C(C=C2)C)C2=CC=C(C=C2)C)C=C1 4-[4-(4-tert-Butylbenzoyl)phenylthio]phenyldi-p-tolylsulfonium